6-chloro-3-((1-(2-cyano-7-methyl-3-(3-(1-methyl-1H-pyrazol-5-yl)-8-azabicyclo[3.2.1]octan-8-yl)quinoxalin-5-yl)ethyl)amino)picolinic acid ClC1=CC=C(C(=N1)C(=O)O)NC(C)C1=C2N=C(C(=NC2=CC(=C1)C)C#N)N1C2CC(CC1CC2)C2=CC=NN2C